3-(((S)-7-((R)-2-(2,5-Difluorophenyl)piperazine-1-carbonyl)-10-hydroxy-7-azaspiro[4.5]decan-10-yl)methyl)-6-(m-tolyl)pyrimidin-4(3H)-one FC1=C(C=C(C=C1)F)[C@H]1N(CCNC1)C(=O)N1CC2(CCCC2)[C@](CC1)(O)CN1C=NC(=CC1=O)C=1C=C(C=CC1)C